FC=1C=C(COC=2C=C3N(C(N2)=O)CC24N3CC(C2)(C4)CN4CCOCC4)C=CC1OC1=CC(=NC=C1)C(F)(F)F 3-((3-fluoro-4-((2-(trifluoromethyl)pyridin-4-yl)oxy)benzyl)oxy)-7-(morpholinomethyl)-7,8-dihydro-1H,6H,9H-7,8a-methanopyrrolo[1',2':3,4]imidazo[1,2-c]pyrimidin-1-one